(2-chloroacetyl)-4-(2-(5-phenylfuran-2-yl)ethyl)-1-thia-4,8-diazaspiro[4.5]decan-3-one ClCC(=O)C1SC2(N(C1=O)CCC=1OC(=CC1)C1=CC=CC=C1)CCNCC2